C(C)(C)(C)N(C(O)=O)C1CN(CC1)CC1=CC2=C(C(=NO2)N)C(=C1)OC.N[C@]1(C(O)O[C@H]([C@@H]([C@H]1O)O)CO)NC 2-amino-2-deoxy-2-methylamino-L-glucopyranose tert-butyl-(1-((3-amino-4-methoxybenzo[d]isoxazol-6-yl)methyl)pyrrolidin-3-yl)carbamate